C(C)OC(=O)[C@H]1[C@@H](C1)C1=C(C=CC=C1)C1=C(C=CC=C1F)F.O1C(=NC2=C1C=CC=C2)NC=2C(=C(CN1CCN(CC1)C(=O)C1CCCC1)C=CC2)C |r| (4-(3-(benzo[d]oxazol-2-ylamino)-2-methylbenzyl)piperazin-1-yl)(cyclopentyl)methanone rac-ethyl-(1R,2R)-2-(2',6'-difluoro[1,1'-biphenyl]-2-yl)cyclopropane-1-carboxylate